2-iodo-1H,4H,5H,6H-pyrrolo[2,3-c]pyrrole-6-one IC1=CC2=C(C(NC2)=O)N1